NC1=NN2C(N=CC=C2)=C1C(=O)NC=1C(=NN(C1)C)C1=C(C=CC(=C1)Cl)OC 2-amino-N-(3-(5-chloro-2-methoxyphenyl)-1-methyl-1H-pyrazol-4-yl)pyrazolo[1,5-a]pyrimidine-3-carboxamide